2-[6-amino-5-[8-[2-[3-(2-methylazetidin-1-yl)prop-1-ynyl]-4-pyridyl]-3,8-diazabicyclo[3.2.1]octan-3-yl]pyridazin-3-yl]phenol NC1=C(C=C(N=N1)C1=C(C=CC=C1)O)N1CC2CCC(C1)N2C2=CC(=NC=C2)C#CCN2C(CC2)C